NCC(C(=O)NC=1C=CC=C2C(=CNC12)C=1C=NNC1)C1COCCC1 3-amino-2-(oxan-3-yl)-N-[3-(1H-pyrazol-4-yl)-1H-indol-7-yl]propanamide